1-(6-aminopyridin-3-yl)-2-[(1S,2R,4R)-2-bicyclo[2.2.1]heptanyl]-3-cyanoguanidine NC1=CC=C(C=N1)NC(=N[C@H]1[C@H]2CC[C@@H](C1)C2)NC#N